6-(2-chloro-5-fluorophenyl)-N-((2-((tetrahydro-2H-pyran-4-yl)methyl-d2)-1,2,3,4-tetrahydroisoquinolin-5-yl)methyl)pyridazin-3-amine ClC1=C(C=C(C=C1)F)C1=CC=C(N=N1)NCC1=C2CCN(CC2=CC=C1)C([2H])([2H])C1CCOCC1